OCC([C@@H](C[C@H]1C(NCC1)=O)NC(=O)[C@@H]1N(C2CCC1CC2)C(=O)C2=CC1=C(N2)C(=CS1)C)=O (R)-N-((R)-4-hydroxy-3-oxo-1-((S)-2-oxopyrrolidin-3-yl)butan-2-yl)-2-(3-methyl-4H-thieno[3,2-b]pyrrole-5-carbonyl)-2-azabicyclo[2.2.2]octane-3-carboxamide